ClC=1C(=NC=C(C1)C(F)(F)F)OC1=CC=C(OC(C(=O)O)C)C=C1 2-(4-((3-chloro-5-(trifluoromethyl)pyridin-2-yl)oxy)phenoxy)propanoic acid